C(C1=CC=CC=C1)OCCBr 2-bromoethyl Benzyl ether